6-(4-chlorophenyl)-2-(3-fluorophenyl)-N-[1-hydroxy-3-(pyridin-3-yl)propan-2-yl]-3-oxo-2,3-dihydropyridazine-4-carboxamide ClC1=CC=C(C=C1)C=1C=C(C(N(N1)C1=CC(=CC=C1)F)=O)C(=O)NC(CO)CC=1C=NC=CC1